C(CC)C1CSC2=C(NC1=O)C=CC=C2 3-propyl-2,3-dihydro-1,5-benzo-1,5-thiaazepin-4(5H)-one